4'-amino-6-fluoro-4-methoxy-3'-nitro-[1,1'-biphenyl] NC1=C(C=C(C=C1)C1=CC=C(C=C1F)OC)[N+](=O)[O-]